C1=CC=CC=2C3=CC=CC=C3C(C12)COC(=O)N[C@@H](CC(N)=O)C(=O)OCC=C allyl (((9H-fluoren-9-yl)methoxy)carbonyl)-L-asparaginate